FC1=CC=C(C=C1)C1=CC=C(S1)CC=1C=C(C=CC1C)[C@@H]1O[C@@H]([C@H]([C@@H]([C@H]1O)O)O)CO (2S,3r,4r,5S,6r)-2-{3-[5-[4-fluoro-phenyl]-thiophen-2-ylmethyl]-4-methyl-phenyl}-6-hydroxymethyl-tetrahydro-pyran-3,4,5-triol